CC1=C(N=C(N=N1)O)O 6-methyl-1,2,4-triazine-3,5-diol